4-fluoro-N-[(1S,4s)-4-{[2-(difluoromethyl)quinolin-4-yl]amino}cyclohexyl]benzamide FC1=CC=C(C(=O)NC2CCC(CC2)NC2=CC(=NC3=CC=CC=C23)C(F)F)C=C1